[32-Methyl-20-oxo-18-(trifluoromethoxy)-14-oxa-8,9,10,21-tetraazahexacyclo[19.5.3.216,19.13,7.06,10.024,28]dotriaconta-1(26),3(32),4,6,8,16,18,24,27,30-decaen-2-yl]acetic acid CC=1C2=C3C=CC1C(C1=CC=C4CCN(C(C5=C(C=C(COCCCN3N=N2)C=C5)OC(F)(F)F)=O)CC4=C1)CC(=O)O